C(C1=CC=CC=C1)[C@@H]1N(C(OC1)=O)C(CCC=C)=O (S)-4-benzyl-3-(pent-4-enoyl)oxazolidin-2-one